N[C@@H](C(=O)OC(C)C)CNC(=O)C1=CC2=NC=CC(=C2S1)C isopropyl (R)-2-amino-3-(7-methylthieno[3,2-b]pyridine-2-carboxamido)propanoate